FC=1C=C(OC2=CC=C(C=N2)CN2C(C(=C(CC2)O)C(=O)NCC(=O)O)=O)C=CC1 N-[(1-{[6-(3-fluorophenoxy)-3-pyridinyl]methyl}-4-hydroxy-2-oxo-1,2,5,6-tetrahydro-3-pyridinyl)carbonyl]glycine